(2-(2-chloro-4-(piperidin-4-yloxy)phenyl)cyclopropyl)-2-methylthiophene ClC1=C(C=CC(=C1)OC1CCNCC1)C1C(C1)C1=C(SC=C1)C